P(O[Si](OC)(OC)OC)(O[Si](OC)(OC)OC)O[Si](OC)(OC)OC tri(trimethoxysilyl) phosphite